C(C)C1=C(NC2=CC=C(C(=C12)C)C1CCNCC1)C1=C2C(=NC=C1)NN=C2 4-(3-ethyl-4-methyl-5-(piperidin-4-yl)-1H-indol-2-yl)-1H-pyrazolo[3,4-b]pyridine